ClC1=C2C(=NC=C1)NC(=C2C=2C=CC(=C(C2)NC(C=C)=O)C)C2=CC(=NC=C2)N2CCN(CC2)C N-(5-(4-chloro-2-(2-(4-methylpiperazin-1-yl)pyridin-4-yl)-1H-pyrrolo[2,3-b]pyridin-3-yl)-2-methylphenyl)acrylamide